C(#N)[C@H]1N(CSC1)C(CNC(=O)C1=CC=NC2=CC=C(C=C12)N1C(OC2(CC1)CCCCC2)=O)=O (R)-N-(2-(4-Cyanothiazolidin-3-yl)-2-oxoethyl)-6-(2-oxo-1-oxa-3-azaspiro[5.5]undecan-3-yl)quinoline-4-carboxamide